N-[(1R)-1-(1-naphthyl)ethyl]Benzamide C1(=CC=CC2=CC=CC=C12)[C@@H](C)NC(C1=CC=CC=C1)=O